FC1=C(C=CC(=C1)C1=NC(=CN=C1)C(F)(F)F)NC(C(C=1N=C(SC1)NS(=O)(=O)C)OC)=O N-(2-fluoro-4-(6-(trifluoromethyl)pyrazin-2-yl)phenyl)-2-methoxy-2-(2-(methylsulfonylamino)thiazol-4-yl)acetamide